2-methyl-tetrahydrofuran-3-one tert-butyl-(1R,5S,6R)-6-[4,5-dichloro-2-(prop-2-en-1-yloxy)benzoyl]-3-azabicyclo[3.1.0]hexane-3-carboxylate C(C)(C)(C)OC(=O)N1C[C@H]2C([C@H]2C1)C(C1=C(C=C(C(=C1)Cl)Cl)OCC=C)=O.CC1OCCC1=O